2-(4-(methoxycarbonyl)phenyl)pyridine tert-butyl-(2-formylimidazo[1,2-a]pyridin-6-yl)carbamate C(C)(C)(C)N(C(O)=O)C=1C=CC=2N(C1)C=C(N2)C=O.COC(=O)C2=CC=C(C=C2)C2=NC=CC=C2